2-(4-aminophenyl)-5-aminobenzamidine NC1=CC=C(C=C1)C1=C(C(=N)N)C=C(C=C1)N